C(C=CC=CC=CCCCCCCCCCCCCC)(=O)O 8Z,14Z-eicosatrienoic acid